[N+](=O)([O-])C1=CC=C(COC2=C3CCCC(C3=CC=C2)NCC#C)C=C1 5-((4-nitrobenzyl)oxy)-N-(prop-2-yn-1-yl)-1,2,3,4-tetrahydronaphthalen-1-amine